C[C@H](C[C@@H]([C@@H]1C(O1)(C)C)OC(=O)C)C2=C3C[C@@H]([C@H]4[C@]5(CCC(=O)C([C@@H]5CC[C@@]4([C@]3(CC2)C)C)(C)C)C)O 23-acetate